mono-toluenesulfonic acid (toluenesulfonic acid) salt C(C1=CC=CC=C1)S(=O)(=O)O.C(C1=CC=CC=C1)S(=O)(=O)O